2,3,4-trihydroxypentyl dihydrogen phosphate P(=O)(OCC(C(C(C)O)O)O)(O)O